2-(4'-Fluoro-2'-(4-methyl-4H-1,2,4-triazol-3-yl)-[1,1'-biphenyl]-3-yl)benzo[d]thiazole-5-carbaldehyde FC1=CC(=C(C=C1)C1=CC(=CC=C1)C=1SC2=C(N1)C=C(C=C2)C=O)C2=NN=CN2C